4-[3-(cyclopropylmethoxy)-6-methylsulfonylpyridin-2-yl]-6-methylfuro[2,3-c]pyridin-7-one C1(CC1)COC=1C(=NC(=CC1)S(=O)(=O)C)C=1C2=C(C(N(C1)C)=O)OC=C2